1-(3-(hydroxymethyl)quinoxalin-6-yl)ethan-1-one benzyl-4-(hydroxymethyl)-4-[4-(4,4,5,5-tetramethyl-1,3,2-dioxaborolan-2-yl)pyrazol-1-yl]piperidine-1-carboxylate C(C1=CC=CC=C1)OC(=O)N1CCC(CC1)(N1N=CC(=C1)B1OC(C(O1)(C)C)(C)C)CO.OCC=1C=NC2=CC=C(C=C2N1)C(C)=O